N-(4-[2-[[4-(dimethyl-amino)cyclohexyl]-amino]-8-isopropyl-7-oxo-pteridin-6-yl]-2-fluoro-phenyl)-1-indan-2-yl-methanesulfonamide CN(C1CCC(CC1)NC1=NC=2N(C(C(=NC2C=N1)C1=CC(=C(C=C1)NS(=O)(=O)CC1CC2=CC=CC=C2C1)F)=O)C(C)C)C